Cl.Cl.NCCC=1OC=C(N1)C(=O)NCC1=NC=CC=C1Cl 2-(2-aminoethyl)-N-[(3-chloropyridin-2-yl)methyl]-1,3-oxazole-4-carboxamide dihydrochloride